N1=CC(=CC=C1)NC(=O)[C@@H]1CC12CCN(CC2)C(=O)OC(C(F)(F)F)C(F)(F)F 1,1,1,3,3,3-Hexafluoropropan-2-yl (R)-1-(pyridin-3-ylcarbamoyl)-6-azaspiro[2.5]octan-6-carboxylat